F[P-](F)(F)(F)(F)F.[Re+].C(C)(C)(C)C(C(=O)N)=C tert-butyl-Acrylamide rhenium(I) (hexafluorophosphate)